phenyl 4-amino-2-hydroxy-benzoate (phenylaminosalicylate) C1(=CC=CC=C1)NOC=1C(C(=O)O)=CC=CC1.NC1=CC(=C(C(=O)OC2=CC=CC=C2)C=C1)O